C[Si](N(C(C)=O)C)(N(C(C)=O)C)C N,N'-(Dimethylsilylen)bis[N-methylacetamid]